FC1(CNCCC1N1C(C(=CC=C1)COC=1C=CC2=C(C=C(O2)C)C1)OCC)F N-(3,3-difluoropiperidin-4-yl)-5-((2-ethoxypyridin-3-yl)methoxy)-2-methylbenzofuran